C1(CC1)C1=NN=C(O1)C(N1C[C@@H](N(C[C@H]1C)C1=CC(N(C=2C=CC(=NC12)C#N)C)=O)C)C1=CC=C(C=C1)F 8-((2S,5r)-4-((5-cyclopropyl-1,3,4-oxadiazol-2-yl)(4-fluorophenyl)methyl)-2,5-dimethylpiperazin-1-yl)-5-methyl-6-oxo-5,6-dihydro-1,5-naphthyridine-2-carbonitrile